1-hexylamine C(CCCCC)N